6-(1-(2-azaspiro[3.3]heptan-6-yl)piperidin-4-yl)-2-(3,4-dimethoxyphenyl)-1,4-dimethyl-1H-benzo[d]imidazole trihydrochloride Cl.Cl.Cl.C1NCC12CC(C2)N2CCC(CC2)C=2C=C(C1=C(N(C(=N1)C1=CC(=C(C=C1)OC)OC)C)C2)C